FC=1C=C(C=CC1OC)C=1N=C2N(C(C1)=O)C=C(C=C2)N([C@H]2CNCC2)C (R)-2-(3-fluoro-4-methoxyphenyl)-7-(methyl-(pyrrolidin-3-yl)amino)-4H-pyrido[1,2-a]pyrimidin-4-one